6-(4-Chlorofurfurylamino)-9-β-D-arabinofuranosylpurin ClC=1C=C(CNC2=C3N=CN(C3=NC=N2)[C@H]2[C@@H](O)[C@H](O)[C@H](O2)CO)OC1